C(C1=CC=CC=C1)C=1NC(=NN1)C(=O)N[C@H]1C(N(C=2C=C(C=C3C=CN(C23)C1)F)C)=O |r| (±)-5-benzyl-N-(9-fluoro-1-methyl-2-oxo-1,2,3,4-tetrahydro-[1,4]diazepino[3,2,1-hi]indol-3-yl)-4H-1,2,4-triazole-3-carboxamide